(4-methoxytrityl)amino-5'-deoxy-thymidine phosphoramidite P(O)(N)O[C@H]1C[C@@](O[C@@H]1C)(N1C(=O)NC(=O)C(C)=C1)NC(C1=CC=C(C=C1)OC)(C1=CC=CC=C1)C1=CC=CC=C1